5,7-dichlorothiazolo[5,4-d]pyrimidine ClC=1N=C(C2=C(N1)SC=N2)Cl